FC1([C@H](C=2C(=CN(C2CC1)CC1=C(C#N)C=C(C=C1)F)C(F)(F)F)O)F (S)-2-((5,5-difluoro-4-hydroxyl-3-(trifluoromethyl)-4,5,6,7-tetrahydro-1H-indol-1-yl)methyl)-5-fluorobenzonitrile